CC(=CCCCC)C 6-methyl-5-hepten